[Co+2].ClC=1C=C2C=CC(OC2=CC1)=O 6-chlorocoumarin cobalt (II)